FC=1C=C(C=CC1F)C(CN1CCN(CC1)C(=O)OC(C)(C)C)NS(=O)(=O)C1=CC=C(C=C1)OC(F)(F)F tert-butyl 4-[2-(3,4-difluorophenyl)-2-[[4-(trifluoromethoxy)phenyl]sulfonylamino]ethyl]piperazine-1-carboxylate